CN1C2=NC(=NC=C2N=C1C1=CC=NC=C1)C1=NC(=NC=C1)C1CNCCC1 9-methyl-2-(2-(piperidin-3-yl)pyrimidin-4-yl)-8-(pyridin-4-yl)-9H-purin